(14S)-8-[3-(4,4-dimethylpentyl)-2-oxopyrrolidin-1-yl]-12,12-dimethyl-2λ6-thia-3,9,11,18,23-pentaazatetracyclo[17.3.1.111,14.05,10]tetracosa-1(22),5,7,9,19(23),20-hexaene-2,2,4-trione CC(CCCC1C(N(CC1)C1=CC=C2C(NS(C3=CC=CC(NCCC[C@H]4CC(N(C2=N1)C4)(C)C)=N3)(=O)=O)=O)=O)(C)C